[O-2].[Ho+3].[Dy+3].[Tb+3] terbium dysprosium holmium oxide